1-(1-methylcyclopropyl)imidazole-4-carboxylic acid CC1(CC1)N1C=NC(=C1)C(=O)O